CC1=C(OCCCCC(=O)O)C(=CC(=C1)\C=C\C(=O)C1=CC=C(C=C1)SC)C (E)-5-(2,6-dimethyl-4-(3-(4-(methylthio)phenyl)-3-oxoprop-1-en-1-yl)phenoxy)pentanoic acid